2-(2,6-Dimethyl-4-((4-phenylpiperazin-1-yl)methyl)phenoxy)-2-methylpropanoic acid CC1=C(OC(C(=O)O)(C)C)C(=CC(=C1)CN1CCN(CC1)C1=CC=CC=C1)C